(S)-4-((2-(3-fluoroazetidin-1-yl)-1-phenylethyl)amino)-5-chloro-N-(2,4-dimethoxybenzyl)-2-fluoro-N-(thiazol-2-yl)benzenesulfonamide FC1CN(C1)C[C@H](C1=CC=CC=C1)NC1=CC(=C(C=C1Cl)S(=O)(=O)N(C=1SC=CN1)CC1=C(C=C(C=C1)OC)OC)F